Z-1-chloro-3,3,3-trifluoro-1-propene Cl\C=C/C(F)(F)F